C(C(C)(C)C)(=O)OCOP(=O)(OC1=C(C(=CC(=C1)CCCCC)OP(=O)(C)OCOC(C(C)(C)C)=O)C1C(CCC(=C1)C)C(=C)C)C ((methyl((5'-methyl-4-pentyl-6-((((pivaloyloxy)methoxy)(methyl)phosphoryl) oxy)-2'-(prop-1-en-2-yl)-1',2',3',4'-tetrahydro-[1,1'-biphenyl]-2-yl)oxy)phosphoryl)oxy)methyl pivalate